FC=1C=CC2=C(NS(C2)([O-])C)C1C1CC(=NO1)C=1N=C(SC1)C1CCN(CC1)C(CN1N=C(C=C1C)C(F)(F)F)=O 1-(4-(4-(5-(6-fluoro-2-methyl-2-oxido-3H-2λ4-benzo[c]isothiazol-7-yl)-4,5-dihydroisoxazol-3-yl)thiazol-2-yl)piperidin-1-yl)-2-(5-methyl-3-(trifluoromethyl)-1H-pyrazol-1-yl)ethan-1-one